N-lauryl-N,N-dimethylamine-N-oxide C(CCCCCCCCCCC)[N+](C)(C)[O-]